(1-(2-Methoxyethyl)piperidin-4-yl)((1S,5R)-8-(4-(trifluoromethyl)phenyl)-1,3,4,5-tetrahydro-2H-1,5-methanobenzo[c]azepin-2-yl)methanone COCCN1CCC(CC1)C(=O)N1[C@@H]2C3=C([C@H](CC1)C2)C=CC(=C3)C3=CC=C(C=C3)C(F)(F)F